2-(4-fluoro-2-methoxy-phenoxy)-N-(2-methyl-4-pyridinyl)-5-(trifluoromethyl)pyridine-3-carboxamide FC1=CC(=C(OC2=NC=C(C=C2C(=O)NC2=CC(=NC=C2)C)C(F)(F)F)C=C1)OC